1-(4-(2-(pyridin-2-yl)-1,3-selenazol-5-yl)benzyl)azetidine-3-carboxylic acid sodium salt [Na+].N1=C(C=CC=C1)C=1[Se]C(=CN1)C1=CC=C(CN2CC(C2)C(=O)[O-])C=C1